C(CCCCCCC)C(C(=O)O)(CCCCCCCC(=O)O)CCCCCCCC.C(C)C(COC(CCCCCCCCC(=O)OCC(CCCC)CC)=O)CCCC bis(2-ethylhexyl)sebacate (dioctyl sebacate)